C(C)(C)(C)N(C(O)=O)C(C=1C=NC=C(C1)C1=CC=CC=C1)C1CCCCC1.C1(CCCCC1)C(NC=1C=NC=C(C1)C1=CC=CC=C1)C(=O)OC(C)(C)C 3-(1-cyclohexyl-N-Bocmethylamino)-5-phenylpyridine (tert-butyl(cyclohexyl(5-phenylpyridin-3-yl)methyl)carbamate)